N1=CC(N2C1=CN=C1C3=C(CC=C21)C=CC=C3)=O Benz[f]imidazolo[1,2-a]quinoxalin-3(6H)-one